FC1([C@H](CN(CC1)[C@H](C(=O)NC=1N=C2N(C(CCC2)C2=CC(=CC(=C2)F)F)C1)C)C1=CNC(C=C1)=O)F (2S)-2-((S)-4,4-difluoro-3-(6-oxo-1,6-dihydropyridin-3-yl)piperidin-1-yl)-N-(5-(3,5-difluorophenyl)-5,6,7,8-tetrahydroimidazo[1,2-a]pyridin-2-yl)propanamide